2-tert-butyl-6-[(2S)-2-hydroxypropyl]-6,7-dihydro-4H-pyrazolo[1,5-a]pyrrolo[3,4-d]pyrimidine C(C)(C)(C)C1=NN2C(NC=3C(=C2)CN(C3)C[C@H](C)O)=C1